S1C(=NC2=C1C=CC=C2)NC2=C(C(=C(N=N2)NC=2SC(=C(N2)C(=O)OCC)C=2C=NN(C2C)CC2(CCCCC2)CCCOC)C)C ethyl 2-({6-[(1,3-benzothiazol-2-yl)amino]-4,5-dimethylpyridazin-3-yl}amino)-5-(1-{[1-(3-methoxypropyl)cyclohexyl]methyl}-5-methyl-1H-pyrazol-4-yl)-1,3-thiazole-4-carboxylate